BrC1=CC(=CC(=C1)OC1CC1)Br 1,3-dibromo-5-cyclopropoxybenzene